4-(5-methoxy-2-(1-methyl-1H-pyrazol-4-yl)-4-nitrophenyl)-1,2,3,6-tetrahydropyridine COC=1C(=CC(=C(C1)C=1CCNCC1)C=1C=NN(C1)C)[N+](=O)[O-]